5-methoxy-1-(2-propyn-1-yl)isatin COC=1C=C2C(C(N(C2=CC1)CC#C)=O)=O